CC(=CCCC=O)CCC=C(C)C 5,9-Dimethyl-4,8-decadienal